COC([O-])=O.CN1C(=[NH+]C=C1)C 1,2-dimethylimidazolium methyl-carbonate